7-(4-(7-(benzyloxy)-3-phenyl-2H-chromen-4-yl)phenyl)-2-(dimethoxymethyl)-7-azaspiro[3.5]nonane C(C1=CC=CC=C1)OC1=CC=C2C(=C(COC2=C1)C1=CC=CC=C1)C1=CC=C(C=C1)N1CCC2(CC(C2)C(OC)OC)CC1